SC(CC(=O)OCCOC1=CC=C(C=C1)C(C)(C)C1=CC=C(C=C1)OCCOC(CC(C)S)=O)C 2,2-bis{4-(3-mercaptobutyryloxyethoxy)phenyl}propane